COC[C@H](N)C1=CC(=CC=C1)OC(F)(F)F (R)-2-methoxy-1-(3-(trifluoromethoxy)phenyl)ethane-1-amine